7,9-Difluoro-8-(1H-indol-4-yl)-1,4,4-trimethyl-5H-[1,2,4]triazolo[4,3-a]quinoxaline FC=1C=C2NC(C=3N(C2=C(C1C1=C2C=CNC2=CC=C1)F)C(=NN3)C)(C)C